N6-tetraphenyl-9H-carbazole-3,6-diamine C1(=CC=CC2=CC=C3C=C4C=CC=CC4=CC3=C12)NC=1C=C2C=3C=C(C=CC3NC2=CC1)N